4-(tert-butylamino)-2-(4-hydroxybicyclo[2.2.2]octan-1-ylamino)pyrimidine-5-carboxamide C(C)(C)(C)NC1=NC(=NC=C1C(=O)N)NC12CCC(CC1)(CC2)O